tert-butyl (((S)-4-((S)-1-(4-fluorophenyl)-1,2,3,4-tetrahydroisoquinoline-2-carbonyl)morpholin-2-yl)methyl)(methyl)carbamate FC1=CC=C(C=C1)[C@@H]1N(CCC2=CC=CC=C12)C(=O)N1C[C@H](OCC1)CN(C(OC(C)(C)C)=O)C